5-(3-(((S)-1-(1H-1,2,4-triazol-1-yl)propan-2-yl)oxy)-4-chlorophenyl)-N-(3-(3-(2-(2-methoxy-ethoxy)ethoxy)propoxy)-1-((1r,4r)-4-morpholinocyclohexyl)-1H-pyrazol-4-yl)pyrimidin-2-amine N1(N=CN=C1)C[C@H](C)OC=1C=C(C=CC1Cl)C=1C=NC(=NC1)NC=1C(=NN(C1)C1CCC(CC1)N1CCOCC1)OCCCOCCOCCOC